OC[C@H]1N(C\C(\C1)=N/OC)C(=O)C1=CC(=C(C=C1)C1=C(C(=CC=C1)C#N)C)C([2H])([2H])[2H] (S,Z)-4'-(2-(Hydroxymethyl)-4-(methoxyimino)pyrrolidine-1-carbonyl)-2-methyl-2'-(methyl-d3)-[1,1'-biphenyl]-3-carbonitrile